(5R,7R)-5-((R)-1,1-dimethylethylsulfinylamino)-7-hydroxy-2-azaspiro[3.4]octane-2-carboxylic acid benzyl ester C(C1=CC=CC=C1)OC(=O)N1CC2(C1)[C@@H](C[C@@H](C2)O)N[S@](=O)C(C)(C)C